F[C@@H]1[C@H]2CC[C@@H](C[C@@H]1N(C)C1=NC=C(N=C1)C=1C=C3C=CC(=NC3=CC1OCOC)OCF)N2C(=O)OC(C)(C)C tert-butyl (1r,2s,3s,5s)-2-fluoro-3-([5-[2-(fluoromethoxy)-7-(methoxymethoxy) quinolin-6-yl] pyrazin-2-yl] (methyl) amino)-8-azabicyclo[3.2.1]octane-8-carboxylate